racemic-ethyl 4-(methyl-d3)cyclohex-3-ene-1-carboxylate C(C1=CC[C@@H](CC1)C(=O)OCC)([2H])([2H])[2H] |r|